1-(6-cyano-2-methylpyridin-3-yl)-5-(trifluoromethyl)-1H-pyrazole-4-carboxamide C(#N)C1=CC=C(C(=N1)C)N1N=CC(=C1C(F)(F)F)C(=O)N